(S)-N-((6-cyanopyridin-3-yl)methyl)-5-hydroxy-2-(3-(piperazine-1-carbonyl)pyrrolidin-1-yl)-1,7-naphthyridine-6-carboxamide C(#N)C1=CC=C(C=N1)CNC(=O)C=1C(=C2C=CC(=NC2=CN1)N1C[C@H](CC1)C(=O)N1CCNCC1)O